2-(ethylmethylamino)-N-[4-(2-phenylethynyl)phenyl]acetamide Trisodium citrate C(CC(O)(C(=O)[O-])CC(=O)[O-])(=O)[O-].[Na+].[Na+].[Na+].C(C)N(CC(=O)NC1=CC=C(C=C1)C#CC1=CC=CC=C1)C